C(C)(C)(C)NC1CN(CC1)C1=NC=C(N=C1)C1=C(C(=C(C=C1)C=1C=NNC1)F)F N-tert-butyl-1-{5-[2,3-difluoro-4-(1H-pyrazol-4-yl)phenyl]pyrazin-2-yl}pyrrolidin-3-amin